CCCCCCCCCC(=O)OCC[N+](C)(C)C The molecule is an acylcholine obtained by formal condensation of the carboxy group of decanoic acid with the hydroxy group of choline. It has a role as a metabolite. It derives from a decanoic acid.